6-(6-chloro-1-((2-(trimethylsilyl)ethoxy)methyl)-1H-pyrrolo[2,3-b]pyridin-3-yl)-7-methoxy-1-((2-(trimethylsilyl)ethoxy)methyl)-1H-indazole ClC1=CC=C2C(=N1)N(C=C2C2=CC=C1C=NN(C1=C2OC)COCC[Si](C)(C)C)COCC[Si](C)(C)C